FC1=CN=C2N1N=C(C=C2[C@@H]2[C@H](C2)C2=CC=C1C(=NN(C1=C2)CC(F)(F)F)F)C=2C(NC(NC2)=O)=O 5-(3-fluoro-8-((1S,2S)-2-(3-fluoro-1-(2,2,2-trifluoroethyl)-1H-indazol-6-yl)cyclopropyl)imidazo[1,2-b]pyridazin-6-yl)pyrimidine-2,4(1H,3H)-dione